CC1=C(C(=CC=C1)C)[C@@](C(=O)O)(C)N R-2,6-dimethylphenyl-aminopropionic acid